(2-(5-cyclobutoxy-2-fluorophenyl)-1,2,3,4-tetrahydroisoquinolin-6-yl)cyclopropane-1-carboxylic acid C1(CCC1)OC=1C=CC(=C(C1)N1CC2=CC=C(C=C2CC1)C1(CC1)C(=O)O)F